FC1=C(C=C(C=C1)C1=NC=CC=C1C=1C=CC=2N(C1)C(=CN2)C(=O)NCCN2C(OCC2)=O)C 6-(2-(4-Fluoro-3-methylphenyl)pyridin-3-yl)-N-(2-(2-oxooxazolidin-3-yl)ethyl)imidazo[1,2-a]pyridine-3-carboxamide